(1R,2S,6R,7S)-4-(4-prop-2-ynyloxy-1,3-benzothiazol-2-yl)-4-azatricyclo[5.2.1.02,6]dec-8-en-3,5-dione C(C#C)OC1=CC=CC2=C1N=C(S2)N2C([C@H]1[C@H]3C=C[C@@H]([C@H]1C2=O)C3)=O